3-hydroxypyridinealdehyde OC=1C(=NC=CC1)C=O